C(C)(C)(C)OC(=O)NC1=CC(=C(C=N1)B(O)O)C 6-[(tert-butoxycarbonyl)amino]-4-methylpyridin-3-ylboronic acid